FC(C(COCCOCCOCC(COCCOCCOCC(C(F)(F)F)(F)F)(COCCOCCOCC(C(F)(F)F)(F)F)C)(F)F)(F)F 1,1,1,2,2,22,22,23,23,23-decafluoro-12-methyl-12-((2-(2-(2,2,3,3,3-pentafluoropropoxy)ethoxy)ethoxy)methyl)-4,7,10,14,17,20-hexaoxatricosane